1,4-dimethyl-5-(4,4,5,5-tetramethyl-1,3,2-dioxaborolan-2-yl)-1H-pyrazole CN1N=CC(=C1B1OC(C(O1)(C)C)(C)C)C